3-((6-methyl-5-(4-oxopiperidin-1-yl)pyridin-2-yl)amino)piperidine-2,6-dione CC1=C(C=CC(=N1)NC1C(NC(CC1)=O)=O)N1CCC(CC1)=O